CN(CCN1CCN(CC1)C(=O)C=1N=C(OC1C1=CC=C(C=C1)[N+](=O)[O-])C1=CC=C(C=C1)C(F)(F)F)C (4-(2-(dimethylamino)ethyl)piperazin-1-yl)(5-(4-nitrophenyl)-2-(4-(trifluoromethyl)phenyl)oxazol-4-yl)Methanone